2-(3-(azetidin-1-ium-1-ylidene)-7-(azetidin-1-yl)-3H-spiro[dibenzo[b,e]siline-5,1'-silinan]-10-yl)-4-carboxybenzoate TFA salt [O-]C(=O)C(F)(F)F.[N+]1(CCC1)=C1C=CC=2C(=C1)[Si]1(CCCCC1)C1=C(C2C2=C(C(=O)O)C=CC(=C2)C(=O)O)C=CC(=C1)N1CCC1